Trans-1-[4-[(1R,2R)-2-[1-(difluoromethyl)pyrazol-3-yl]cyclopropyl]-2-fluoro-phenyl]-N-methyl-methanamine FC(N1N=C(C=C1)[C@H]1[C@@H](C1)C1=CC(=C(C=C1)CNC)F)F